C[N+](CCCP(=O)(O)O)(C)C (+)-trimethyl(3-phosphonopropyl)ammonium